C1(CC1)CC(=O)N(C1=NC=C(N=C1)C=1C=NC(=NC1)OC)[C@@H]1CC[C@H](CC1)NC1=NC=C(C(=N1)C=1C=NC=C(C1)S(=O)(=O)C)C(F)(F)F 2-cyclopropyl-N-(trans-4-((4-(5-(methanesulfonyl)pyridin-3-yl)-5-(trifluoromethyl)-pyrimidin-2-yl)amino)cyclohexyl)-N-(5-(2-methoxypyrimidin-5-yl)pyrazin-2-yl)acetamide